C(N)(OC=1SC(=C(N1)C(C)(C)C)OC=1C=NC(=CC1)N1CCOCC1)=O tert-butyl-(5-((6-morpholinopyridin-3-yl)oxy)thiazol-2-yl) carbamate